2-(4-([2,2':6',2''-terpyridin]-4'-yl)phenoxy)ethyl acrylate C(C=C)(=O)OCCOC1=CC=C(C=C1)C1=CC(=NC(=C1)C1=NC=CC=C1)C1=NC=CC=C1